7α,12α-dihydroxy-4-cholesten-3-one O[C@H]1[C@H]2[C@@H]3CC[C@H]([C@@H](CCCC(C)C)C)[C@]3([C@H](C[C@@H]2[C@]2(CCC(C=C2C1)=O)C)O)C